5-(5-(4,4-difluoropiperidine-1-carbonyl)-1H-benzo[d][1,2,3]triazol-1-yl)picolinimidohydrazide FC1(CCN(CC1)C(=O)C1=CC2=C(N(N=N2)C=2C=CC(=NC2)C(NN)=N)C=C1)F